C1(CCCCC1)N1CCN(C2=CC=CC=C12)C(CCN1CCN(CC1)C(=O)OC(C)(C)C)=O tert-butyl 4-(3-(4-cyclohexyl-3,4-dihydroquinoxaline-1(2H)-yl)-3-oxopropyl)piperazin-1-carboxylate